benzyl (2-(octadecyloxy)ethyl) ((((R)-1-(2,6-diamino-9H-purin-9-yl)propan-2-yl)oxy)methyl)phosphonate NC1=NC(=C2N=CN(C2=N1)C[C@@H](C)OCP(OCC1=CC=CC=C1)(OCCOCCCCCCCCCCCCCCCCCC)=O)N